N1=CC(=CC=C1)CCCC=O 4-(3-pyridyl)-butyraldehyde